C(C)(=O)OC=C r-vinyl acetate